4-(7-Chloro-1-methyl-2,3-dioxo-2,3-dihydropyrido[2,3-b]pyrazin-4(1H)-yl)-N-(Cyclobutylmethyl)-N-(4-(trifluoromethoxy)phenyl)piperidine-1-carboxamide ClC1=CC2=C(N(C(C(N2C)=O)=O)C2CCN(CC2)C(=O)N(C2=CC=C(C=C2)OC(F)(F)F)CC2CCC2)N=C1